C(C)(C)(C)OC(=O)N(C1=CC=C(C(=N1)C(=O)OC)B(O)O)C(=O)OC(C)(C)C {6-[bis(tert-butoxycarbonyl)amino]-2-(methoxycarbonyl)pyridin-3-yl}boronic acid